methyl ethyl(methyl)carbamate C(C)N(C(OC)=O)C